3-{[2-(3-methoxyphenyl)-10-methyl[1,2,4]triazolo[1,5-c]quinazolin-5-yl]amino}pyrrolidin-2-one COC=1C=C(C=CC1)C1=NN2C(=NC=3C=CC=C(C3C2=N1)C)NC1C(NCC1)=O